3-tris(cyanoethoxy)propane CC(C#N)OCCC(OC(C)C#N)OC(C)C#N